BrC1=CC(=C(CNC(=O)C2CCN(CC2)CCC2=CC=CC=C2)C=C1)OC(F)(F)F N-(4-bromo-2-(trifluoromethoxy)benzyl)-1-phenethylpiperidine-4-carboxamide